crotonic acid-acrylamide C(C=C)(=O)N.C(\C=C\C)(=O)O